diphenyl-sulfur nitrogen [N].C1(=CC=CC=C1)SC1=CC=CC=C1